(4-{[5-chloro-7-(pyrrolidin-1-yl)-[1,2,4]triazolo[1,5-a]pyrimidin-6-yl]methyl}phenyl)(imino)methyl-λ6-sulfanone ClC1=NC=2N(C(=C1CC1=CC=C(C=C1)[SH2](=O)C=N)N1CCCC1)N=CN2